2-([1,1'-biphenyl]-2-yl)-5-(benzyloxy)-1H-indole C1(=C(C=CC=C1)C=1NC2=CC=C(C=C2C1)OCC1=CC=CC=C1)C1=CC=CC=C1